6-((S)-1,2-Dihydroxyethyl)-4-(4'-fluorobiphenyl-4-yl)pyridin O[C@H](CO)C1=CC(=CC=N1)C1=CC=C(C=C1)C1=CC=C(C=C1)F